4-(7-cyclopropoxyimidazo[1,2-a]pyridin-3-yl)-N-((3S,4S)-4-fluoropiperidin-3-yl)pyrimidin-2-amine C1(CC1)OC1=CC=2N(C=C1)C(=CN2)C2=NC(=NC=C2)N[C@H]2CNCC[C@@H]2F